4-(1-methylpiperidin-4-yl)-2-(2,2,2-trifluoro-N-(tetrahydro-2H-pyran-4-yl)acetamido)benzoic acid, trifluoroacetic acid salt FC(C(=O)O)(F)F.CN1CCC(CC1)C1=CC(=C(C(=O)O)C=C1)N(C(C(F)(F)F)=O)C1CCOCC1